(S)-N-(1-amino-4,4,4-trifluoro-2-methyl-1-oxobutan-2-yl)-8-methoxy-9-(2-methyl-2H-tetrazol-5-yl)-1-(2,2,2-trifluoroethyl)-5,6-dihydropyrrolo[2,1-a]isoquinoline-3-carboxamide NC([C@@](CC(F)(F)F)(C)NC(=O)C1=CC(=C2N1CCC1=CC(=C(C=C21)C=2N=NN(N2)C)OC)CC(F)(F)F)=O